3-bromo-5-(2-methylpropyl)thiophene-2-carbaldehyde BrC1=C(SC(=C1)CC(C)C)C=O